CN1CC(N(CC1)C(=O)OC(C)(C)C)C1=C(C=CC=C1)B1OC(C(O1)(C)C)(C)C.C(C(=C)C)(=O)OCC(COCCC[Si](O[Si](CCCOCC(COC(C(=C)C)=O)O)(C)C)(C)C)O 1,3-bis(3-methacryloxy-2-hydroxypropyl oxypropyl) tetramethyldisiloxane tert-butyl 4-methyl-2-[2-(4,4,5,5-tetramethyl-1,3,2-dioxaborolan-2-yl)phenyl]piperazine-1-carboxylate